C(#N)C1=NC2=CC(=CC(=C2N=C1N1C2C(CC(C1)C2)(F)F)[C@@H](C)NC2=C(C(=O)O)C=CC=C2)C 2-(((1R)-1-(2-cyano-3-(6,6-difluoro-2-azabicyclo[2.2.1]heptan-2-yl)-7-methylquinoxalin-5-yl)ethyl)amino)-benzoic acid